C1(=C(C=CC=C1)C#CC1=NNC2=CC=C(C=C12)C(=O)N1CC(NCC1)C1=CC=CC=C1)C1=CC=CC=C1 (3-([1,1'-biphenyl]-2-ylethynyl)-1H-indazol-5-yl)(3-phenylpiperazin-1-yl)methanone